OC1=C(C=C(C=C1)[C@]1(CC2=C(O1)C(=CC(=C2)O)OC)CO)OC (2R,3S)-2,3-dihydro-2-(4-hydroxy-3-methoxyphenyl)-5-hydroxy-7-methoxy-3-benzofuranmethanol